NN1C(=NC(=C1C(=O)N)C1=CC=C(C=C1)C(NC1=NC=CC=C1)=O)[C@H]1N(CCC1)C#CC (S)-1-amino-2-(1-propynylpyrrolidin-2-yl)-4-(4-(pyridin-2-ylcarbamoyl)phenyl)-1H-imidazole-5-carboxamide